6-bromo-N-(1-(4-cyanophenyl)cyclopropyl)-1-(4-fluorophenylmethyl)-2-oxo-1,2-dihydro-1,8-naphthyridine-3-carboxamide BrC=1C=C2C=C(C(N(C2=NC1)CC1=CC=C(C=C1)F)=O)C(=O)NC1(CC1)C1=CC=C(C=C1)C#N